NCCNC(=O)C1=CC=C(CS=C(O)C2CC(C2)N)C=C1.COP(=O)(OC)O.CN1C(=NC=C1)C 1,2-dimethyl-imidazole dimethyl-phosphate S-(4-((2-aminoethyl)carbamoyl)benzyl)(1s,3s)-3-aminocyclobutane-1-carbothioate